2-[3-(6-methyl-2-pyridyl)-1H-pyrazol-4-yl]-7-[rac-(1R,5S)-8-azabicyclo[3.2.1]oct-2-en-3-yl]-1,5-naphthyridine CC1=CC=CC(=N1)C1=NNC=C1C1=NC2=CC(=CN=C2C=C1)C1=C[C@H]2CC[C@@H](C1)N2 |r|